dihexyl-Pentacene C(CCCCC)C=1C2=CC3=CC=CC=C3C=C2C(=C2C=C3C=CC=CC3=CC12)CCCCCC